NC1=NC=CC2=C1C(=NN2[C@H]2C[C@@H](N(C2)C(C=C)=O)COC)C#CC=2C(=C1C=NN(C1=CC2F)C)F 1-((2R,4S)-4-(4-amino-3-((4,6-difluoro-1-methyl-1H-indazol-5-yl)ethynyl)-1H-pyrazolo[4,3-c]pyridin-1-yl)-2-(methoxymethyl)pyrrolidin-1-yl)prop-2-en-1-one